C(#N)[C@H](CC1=CC(=C(C=C1)C=1C=CC2=C(N(C(O2)=O)C)C1)F)NC(=O)[C@H]1OCCCNC1 (S)-N-((S)-1-cyano-2-(3-fluoro-4-(3-methyl-2-oxo-2,3-dihydrobenzo[d]oxazol-5-yl)phenyl)ethyl)-1,4-oxazepane-2-carboxamide